NCC1=NNC(C2=CC=C(C=C12)C=1C=NN(C1C=1C=C(C=C(C1C#N)C1CC1)C1=C(C=CC=C1)C)C)=O 3-(4-(4-(Aminomethyl)-1-oxo-1,2-dihydro-phthalazin-6-yl)-1-methyl-1H-pyrazol-5-yl)-5-cyclopropyl-2'-methyl-[1,1'-biphenyl]-4-carbonitrile